methyl 4-amino-1-(1-benzofuran-4-yl)-2-oxo-7-(trifluoromethyl)-1,2-dihydroquinoline-3-carboxylate NC1=C(C(N(C2=CC(=CC=C12)C(F)(F)F)C1=CC=CC2=C1C=CO2)=O)C(=O)OC